N-[2-[[(2R)-2-amino-4-guanidino-butanoyl]amino]ethyl]-4-[[3-[2,3-difluoro-4-[(5-methoxy-2-pyridyl)oxy]phenyl]imidazo[1,2-a]pyrazin-8-yl]amino]-2-ethyl-benzamide N[C@@H](C(=O)NCCNC(C1=C(C=C(C=C1)NC=1C=2N(C=CN1)C(=CN2)C2=C(C(=C(C=C2)OC2=NC=C(C=C2)OC)F)F)CC)=O)CCNC(=N)N